CS(=O)(=O)N1CCN(CC1)CC=1C=CC(=NC1)N (5-((4-(methylsulfonyl)piperazin-1-yl)methyl)pyridin-2-yl)amine